BrC=1C=C2C=CN(C2=CC1)CCCOC1=CC=C(C=C1)C1=CC(=CC(=C1)OC)OC (E)-5-bromo-1-[3-(4-(3,5-dimethoxyphenyl)phenoxy)propyl]-1H-indole